NC=1C2=C(N=CN1)N(C=C2)[C@@H]2O[C@@H]([C@H]([C@H]2O)O)[C@@]2(OCC1=CC(=CC=C21)Cl)C (2R,3R,4S,5S)-2-(4-amino-7H-pyrrolo[2,3-d]pyrimidin-7-yl)-5-((R)-5-chloro-1-methyl-1,3-dihydroisobenzofuran-1-yl)tetrahydrofuran-3,4-diol